BrC1=CC=C2C(=C(C(=NC2=C1)Cl)[N+](=O)[O-])Cl 7-bromo-2,4-dichloro-3-nitroquinoline